N1C(C2(CC1)NC1=CC=CC=C1C2)=O spiro[indoline-2,3'-pyrrolidin]-2'-one